{(4-benzyl-1,4,7-triazecane-1,7-diyl)bis[methylene(2-hydroxy-5-methyl-3,1-phenylene)methyleneazanediylmethylene]}bis(phosphonic acid) C(C1=CC=CC=C1)N1CCN(CCCN(CC1)CC=1C(=C(C=C(C1)C)CNCP(O)(O)=O)O)CC=1C(=C(C=C(C1)C)CNCP(O)(O)=O)O